FC1(CCN(CC1)C1=NC(=CC(=N1)NC(C1=C(C=C(C=C1)CS(=O)(=O)C)N1CCC2(CC2)CC1)=O)C)F N-(2-(4,4-difluoropiperidin-1-yl)-6-methylpyrimidin-4-yl)-4-((methylsulfonyl)methyl)-2-(6-azaspiro[2.5]oct-6-yl)benzamide